FC1(CCN(CC1)C(=O)C=1C=C2N=C(C=NC2=CC1)C=1C=CC=2N(C1)N=NC2)F (4,4-difluoro-1-piperidinyl)(3-([1,2,3]triazolo[1,5-a]pyridin-6-yl)-6-quinoxalinyl)methanone